OC1=C(C=C2C(=C(N(C2=C1)C)C1=CC(=CC=C1)NC(C(NC1=CC=C(C=C1)C1=CSC=C1)=O)=O)I)C(=O)O 6-hydroxy-3-iodo-1-methyl-2-(3-(2-oxo-2-((4-(thiophen-3-yl)phenyl)amino)acetamido)phenyl)-1H-indole-5-carboxylic acid